COC=1C=C(C=NC1)NC1=CC=C(C=O)C=C1 4-[(5-methoxypyridin-3-yl)amino]benzaldehyde